tert-butyl 4-(((5-fluoro-4-oxo-7-((tetrahydro-2H-pyran-4-yl)methoxy)-3,4-dihydroquinazolin-2-yl)methyl)thio)piperidine-1-carboxylate FC1=C2C(NC(=NC2=CC(=C1)OCC1CCOCC1)CSC1CCN(CC1)C(=O)OC(C)(C)C)=O